C([C@@H](C(=O)O)N)SSC[C@@H](C(=O)O)N (-)-cystine